methyl (S)-3-((S)-azepan-4-yl)-7-methyl-2-((R)-1-phenylpropan-2-yl)-3,7,8,9-tetrahydro-6H-imidazo[4,5-f]quinoline-6-carboxylate N1CC[C@H](CCC1)N1C(=NC2=C3CC[C@@H](N(C3=CC=C21)C(=O)OC)C)[C@@H](CC2=CC=CC=C2)C